C(C)(=O)O[C@H]([C@@H](CNC(CC1=CC=C(C=C1)Cl)=O)OC(C)=O)[C@@H]1O[C@](C[C@@H]([C@H]1NC(CF)=O)OC(C)=O)(SC1=CC=C(C=C1)C)C(=O)OC (1R,2R)-1-((2R,3R,4S,6R)-4-acetoxy-3-(2-fluoroacetamido)-6-(methoxycarbonyl)-6-(p-tolylthio)tetrahydro-2H-pyran-2-yl)-3-(2-(4-chlorophenyl)acetamido)propane-1,2-diyl diacetate